4-{[2-carboxy-5-(4,4-dimethylpiperidin-1-yl)phenyl]carbamoyl}-6-hydroxybenzene-1,3-dicarboxylic acid C(=O)(O)C1=C(C=C(C=C1)N1CCC(CC1)(C)C)NC(=O)C1=C(C=C(C(=C1)O)C(=O)O)C(=O)O